CC1=C(C2=CC=CC=C2C=C1)C(=O)P(C1=CC=C(C=C1)OCC)(C(=O)C1=C(C=CC2=CC=CC=C12)C)=O bis(2-methyl-1-naphthoyl)-4-ethoxyphenylphosphine oxide